Cl.C(C)(C)OC1=C(C=CC=C1)[C@@H]1NCCNC1 (2S)-2-(2-isopropoxyphenyl)piperazine hydrochloride